1-(13Z,16Z-docosadienoyl)-2-pentadecanoyl-glycero-3-phosphoserine CCCCCCCCCCCCCCC(=O)O[C@H](COC(=O)CCCCCCCCCCC/C=C\C/C=C\CCCCC)COP(=O)(O)OC[C@@H](C(=O)O)N